Br[C@H](C(=O)OC)C (S)-Methyl 2-bromopropanoate